N-isopropyl-3-(2-methoxy-2-oxoethyl)-2-pentylcyclopentan-1-imine oxide C(C)(C)[N+](=C1C(C(CC1)CC(=O)OC)CCCCC)[O-]